2-(Azetidin-1-yl)pyrimidin N1(CCC1)C1=NC=CC=N1